C(CCCCCCCCCCCCC)N(CCC(=O)OCCCCN1CCN(CC1)CCCCOC(CCN(CCCCCCCCCCCCCC)CCCCCCCCCCCCCC)=O)CCCCCCCCCCCCCC piperazine-1,4-diylbis(butane-4,1-diyl) bis(3-(ditetradecylamino)propanoate)